(R)-4-(2-amino-4-((1-hydroxyhexan-2-yl)amino)pyrido[3,2-d]pyrimidin-7-yl)-5-((But-3-en-1-yl(methyl)amino)methyl)pyridin-2(1H)-one NC=1N=C(C2=C(N1)C=C(C=N2)C2=CC(NC=C2CN(C)CCC=C)=O)N[C@@H](CO)CCCC